C(C)OC(C1=CC(=C(C=C1)N1C(SCC1=O)C1=CC=C(C=C1)F)C)=O 4-[2-(4-Fluoro-phenyl)-4-oxo-thiazolidin-3-yl]-3-methyl-benzoic acid ethyl ester